CC1=CC=C(C=C1)S(=O)(=O)O[C@@H]1[C@H]([C@H]([C@H](O[C@@]12CCCO2)CO)O)N2N=NC(=C2)C2=CC(=C(C(=C2)F)F)F (5s,7r,8r,9s,10r)-8-hydroxy-7-(hydroxymethyl)-9-(4-(3,4,5-trifluorophenyl)-1H-1,2,3-triazol-1-yl)-1,6-dioxaspiro[4.5]dec-10-yl 4-methylbenzenesulfonate